bisaminophenol NC=1C(=C(C=CC1)O)N